C(C)(=O)N(C1=C(C=C(C(=C1)C)NC(C)=O)C)C(C)=O diacetyl-acetyl-2,5-dimethyl-p-phenylenediamine